4-(6-bromo-8-chloro-3,4-dihydroisoquinolin-2(1H)-yl)-2-methylbutan-2-ol BrC=1C=C2CCN(CC2=C(C1)Cl)CCC(C)(O)C